C(CCC(=O)C)(=O)O[C@@H]1[C@H]([C@H]([C@H](SC2=CC=C(C=C2)C)O[C@H]1C)O)OC para-methylphenyl 4-O-levulinoyl-3-O-methyl-1-thio-α-L-rhamnopyranoside